ClC1=C(N=C(NC1=O)C1=CC(=NC=C1)F)N1CC2(CC1)CCNCC2 5-chloro-4-(2,8-diazaspiro[4.5]decan-2-yl)-2-(2-fluoro-4-pyridinyl)-1H-pyrimidin-6-one